CB1OC(C(O1)(C)C)(C)C 2,4,4,5,5-pentamethyl-1,3,2-dioxaborolan